O=C1NC(CCC1N1C(C2=CC=C(C=C2C1=O)C(F)(F)F)=O)=O 2-(2,6-dioxopiperidin-3-yl)-5-(trifluoromethyl)isoindoline-1,3-dione